1-{1-[4-chloro-4'-(4-ethylpiperazin-1-yl) [biphenyl]-2-yl]-5,5-difluoropiperidin-3-yl}-5-(difluoromethyl)-1H-pyrazole-4-carboxylate ClC1=CC(=C(C=C1)C1=CC=C(C=C1)N1CCN(CC1)CC)N1CC(CC(C1)(F)F)N1N=CC(=C1C(F)F)C(=O)[O-]